1,7-bis(triethoxysilyl)-4-aza-heptane C(C)O[Si](CCCNCCC[Si](OCC)(OCC)OCC)(OCC)OCC